N5-(2-fluorophenyl)-N6-(o-tolyl)-[1,2,5]oxadiazolo[3,4-b]pyrazine-5,6-diamine FC1=C(C=CC=C1)NC1=NC=2C(N=C1NC1=C(C=CC=C1)C)=NON2